Cl.ClC1=C(C=CC=C1)[C@H](C)N (S)-1-(2-chlorophenyl)ethan-1-amine HCl